2,8-dimethyl-6-(8-methyl-2-(piperidin-4-yl)imidazo[1,2-a]pyridin-6-yl)imidazo[1,2-B]pyridazine trifluoroacetate FC(C(=O)O)(F)F.CC=1N=C2N(N=C(C=C2C)C=2C=C(C=3N(C2)C=C(N3)C3CCNCC3)C)C1